ethyl 2-((1r,2s)-6'-bromo-2-cyano-1'-oxo-1'H-spiro[cyclopropane-1,4'-isoquinolin]-2'(3'H)-yl)acetate BrC=1C=C2[C@]3(CN(C(C2=CC1)=O)CC(=O)OCC)[C@H](C3)C#N